BrC1=CC(=NC=C1)C(C#N)(C)C 2-(4-bromopyridin-2-yl)-2-methylpropanenitrile